(E)-3-(2-((4-(2-(4-chloro-2-fluorophenyl)-2-methylbenzo[d][1,3]dioxol-4-yl)piperidin-1-yl)methyl)-1-(2-(difluoromethoxy)ethyl)-1H-imidazol-5-yl)propionic acid ClC1=CC(=C(C=C1)C1(OC2=C(O1)C=CC=C2C2CCN(CC2)CC=2N(C(=CN2)CCC(=O)O)CCOC(F)F)C)F